OC(C(=O)O)=CC=CC=CC=CCCCCCCCCCCC (S)-hydroxy-eicosatetraenoic acid